Cl.Cl.N[C@H](C(=O)NC1=CC(=CC=C1)S(=O)(=O)N1C(=CC(=C1)CNC)C1=C(C=CC=C1)F)CC1=CC=CC=C1 (S)-2-amino-N-(3-((2-(2-fluorophenyl)-4-((methylamino)methyl)-1H-pyrrol-1-yl)sulfonyl)Phenyl)-3-phenylpropanamide dihydrochloride